C(#N)C1=C(C=CC=C1)[C@H]([C@H](C)C=1N(C(C(=C(N1)C(=O)NC=1C=NOC1)O)=O)C)C=1C=NN(C1)CCN1CCN(CC1)C 2-((1S,2S)-1-(2-cyanophenyl)-1-(1-(2-(4-methylpiperazin-1-yl)ethyl)-1H-pyrazol-4-yl)propan-2-yl)-5-hydroxy-N-(isoxazol-4-yl)-1-methyl-6-oxo-1,6-dihydropyrimidine-4-carboxamide